ClCC(=O)O\N=C(/N)\C1C2CN(CC12)C1=CC=CC=C1 (Z)-N'-(2-Chloroacetoxy)-3-phenyl-3-azabicyclo[3.1.0]hexane-6-carboxamidine